CN(CCC=1C=C(C=CC1)CO)C (3-(2-(dimethylamino)ethyl)phenyl)methanol